FC1CN(C1)C1CC(CNC1)CNS(=O)(=O)C N-((5-(3-fluoroazetidin-1-yl)piperidin-3-yl)methyl)methanesulfonamide